ClC=1C=NC(=C(C(=O)NC2CCC(CC2)CN2C(C(C3=CC=CC=C23)(O)C2=CC(=C(C=C2)F)F)=O)C1)C(F)F 5-chloro-2-(difluoromethyl)-N-((1r,4r)-4-((3-(3,4-difluorophenyl)-3-hydroxy-2-oxoindolin-1-yl)methyl)cyclohexyl)nicotinamide